BrC1=C(C(=C(OC2=NC=CC=C2)C=C1)F)F 2-(4-bromo-2,3-difluorophenoxy)pyridine